2-(6-Vinyl-3-pyridinyl)ethanol methyl-3-(t-Butyldithio)-2-fluoropropionate CC(C(=O)OCCC=1C=NC(=CC1)C=C)(CSSC(C)(C)C)F